isobutyl palmitat C(CCCCCCCCCCCCCCC)(=O)OCC(C)C